CN(CCNS(=O)(=O)C1=C(C(=C(N1)C(=O)NC12C(OC3=C1C=CC(=C3)C(C)C)(C3=C(C=CC=C3C2=O)[N+](=O)[O-])O)C)C)C 5-(N-(2-(dimethylamino)ethyl)sulfamoyl)-N-(4b-hydroxy-7-isopropyl-4-nitro-10-oxo-4b,10-dihydro-9bH-indeno[1,2-b]benzofuran-9b-yl)-3,4-dimethyl-1H-pyrrole-2-carboxamide